O=C1NC2(C(N1CCC(=O)O)=O)CCN(CC2)C2=NC=CC=N2 3-(2,4-dioxo-8-(pyrimidin-2-yl)-1,3,8-triazaspiro[4.5]decan-3-yl)propanoic acid